CS(=O)(=O)C=1N=CC2=C(N1)N(C(=C2)C#N)C2CCOCC2 2-(methylsulfonyl)-7-(tetrahydro-2H-pyran-4-yl)-7H-pyrrolo[2,3-d]pyrimidine-6-carbonitrile